C(CCCCCCCCCCC)OP(=O)(OCCCCCCCCCCCC)[O-].[Na+].C=1(C(=CC=CC1)C)C xylene sodium didodecyl-phosphate